C1(CC1)C1=NOC=C1C(=O)O 3-cyclopropyl-1,2-Oxazole-4-carboxylic acid